2-isopropyl-3,6-dimethyl-4H-chromen-4-one C(C)(C)C=1OC2=CC=C(C=C2C(C1C)=O)C